2-hexyldecyl-4-[2-[2-[[4-amino-5-[2-[2-[[4-(2-hexyldecoxy)-4-oxo-butanoyl]amino]ethyldisulfanyl]ethylamino]-5-oxo pentanoyl]amino]ethyldisulfanyl]ethylamino]-4-oxo-butanoate C(CCCCC)C(COC(CCC(=O)NCCSSCCNC(CCC(C(=O)NCCSSCCNC(CCC(=O)OCC(CCCCCCCC)CCCCCC)=O)N)=O)=O)CCCCCCCC